((2R)-2-(difluoromethyl)-4-(3-fluoro-2-(1H-1,2,3,4-tetrazol-5-yl)-5-isobutylphenyl)piperazin-1-yl)(pyridazin-3-yl)methanone FC([C@@H]1N(CCN(C1)C1=C(C(=CC(=C1)CC(C)C)F)C1=NN=NN1)C(=O)C=1N=NC=CC1)F